N-(cis-4-((1-((6-chloropyridin-3-yl)amino)isoquinolin-6-yl)oxy)cyclohexyl)acetamide ClC1=CC=C(C=N1)NC1=NC=CC2=CC(=CC=C12)O[C@H]1CC[C@H](CC1)NC(C)=O